S1C=NC2=C1C=C(C=C2)C2=NC(=NC=C2F)N (4-(benzothiazol-6-yl)-5-fluoropyrimidin-2-yl)amine